3-(3-chloro-4,5-difluorophenyl)-1-((5-(difluoromethyl)-1H-pyrazol-3-yl)methyl)-1-(2-methoxypyrimidin-5-yl)urea ClC=1C=C(C=C(C1F)F)NC(N(C=1C=NC(=NC1)OC)CC1=NNC(=C1)C(F)F)=O